methyl 2-(2,3-dichlorophenyl)-5-[1-(benzenesulfonyl)-1H-pyrrolo[2,3-b]pyridin-4-yl]-1-{[2-(trimethylsilyl) ethoxy] methyl}-1H-pyrrole-3-carboxylate ClC1=C(C=CC=C1Cl)C=1N(C(=CC1C(=O)OC)C1=C2C(=NC=C1)N(C=C2)S(=O)(=O)C2=CC=CC=C2)COCC[Si](C)(C)C